Octane-6-yl-1H-pyrrolo[2,3-c]Pyridine-2-carboxamide CCCCCC(CC)N1C(=CC=2C1=CN=CC2)C(=O)N